C1=C(C=CC2=CC=CC=C12)NC(NC(CCCCCCCCCCC)=O)=S 3-(2-naphthyl)-1-dodecanoylthiourea